C(#N)C=1C=NN2C1C(=NC(=C2)[C@@]2(C=NNC2)C)C=2C=CC(=NC2)N2CCN(CC2)C(=O)[C@@H]2CN(C[C@H]2C2=CC=CC=C2)C(=O)[O-] |&1:11| trans-(±)-3-(4-(5-(3-cyano-6-(4-methyl-1H-pyrazol-4-yl)pyrazolo[1,5-a]pyrazin-4-yl)pyridin-2-yl)piperazine-1-carbonyl)-4-phenylpyrrolidine-1-carboxylate